N1=CN=C2NC=NC2=C1N[C@@H](CC)C1=NC2=CC=CC(=C2C(N1CC1=CC=C(C(=O)NO)C=C1)=O)F (S)-4-((2-(1-((9H-purin-6-yl)amino)propyl)-5-fluoro-4-oxoquinazolin-3(4H)-yl)methyl)-N-hydroxybenzoamide